FC(C=1C=C(C=CC1)NC1=NC(=NC(=N1)OC1=CC=C(C=C1)NC(C)=O)OC1=CC=C(C=C1)NC(C)=O)(F)F N,N'-(((6-((3-(trifluoromethyl)phenyl)amino)-1,3,5-triazine-2,4-diyl)bis(oxy))Bis(4,1-phenylene))diacetamide